C(C1=CC=CC=C1)OC(=O)NC(CCC(=O)OC(C)(C)C)(CCC(=O)OC(C)(C)C)CCC(=O)OC(C)(C)C Di-Tert-Butyl 4-(((benzyloxy)carbonyl)amino)-4-(3-(tert-butoxy)-3-oxopropyl)heptanedioate